3-((3-ethyl-2-oxo-4-thioxo-1,2,3,4-tetrahydroquinazolin-7-yl)methyl)-N-methyl-8-oxo-2,3,4,4a,5,6-hexahydro-1H,8H-pyrazino[1,2-c]pyrido[1,2-a]pyrimidine-9-carboxamide C(C)N1C(NC2=CC(=CC=C2C1=S)CN1CC2N(C=3N(CC2)C(C(=CC3)C(=O)NC)=O)CC1)=O